BrC1=C(C2=C(S1)C=C(C=C2)C(=O)OC)OC2=CC=C(C=C2)NC(=O)OC(C)(C)C Methyl 2-bromo-3-(4-((tert-butoxycarbonyl)amino)phenoxy)benzo[b]thiophene-6-carboxylate